O[C@@]1(C(N(CC1)C)=O)C1=CC(=CC=C1)C=1N=C(SC1)C1=CNC2=NC=C(C=C21)C (R)-3-Hydroxy-1-methyl-3-(3-(2-(5-methyl-1H-Pyrrolo[2,3-b]pyridin-3-yl)thiazol-4-yl)phenyl)pyrrolidin-2-one